C1(CCCC1)C1=CC(=NN1)NC=1N=NC=C(C1)CCC N-(5-cyclopentyl-1H-pyrazol-3-yl)-5-propylpyridazin-3-amine